C1(CC1)C1(CN(CC1)C(=O)OC(C)(C)C)N(C)C tert-butyl 3-cyclopropyl-3-(dimethylamino)pyrrolidine-1-carboxylate